4-(6-prop-2-enoyloxyhexoxy)benzoic acid C(C=C)(=O)OCCCCCCOC1=CC=C(C(=O)O)C=C1